N-[3-chloro-4-[4-(methanesulfonylamino)piperidine-1-carbonyl]phenyl]-5-(2,3-difluoro-4-methoxy-phenyl)-1-methyl-imidazole-2-carboxamide ClC=1C=C(C=CC1C(=O)N1CCC(CC1)NS(=O)(=O)C)NC(=O)C=1N(C(=CN1)C1=C(C(=C(C=C1)OC)F)F)C